C1(CC1)N1C2CC(CC1CC2)N2CCC(CC2)C=2C=C(C1=C(N(C(=N1)C=1C=C(C=3N(C1)N=CN3)OC)C)C2)C 6-(6-(1-(8-cyclopropyl-8-azabicyclo[3.2.1]oct-3-yl)piperidin-4-yl)-1,4-dimethyl-1H-benzo[d]imidazol-2-yl)-8-methoxy-[1,2,4]triazolo[1,5-a]pyridine